1-(5-(4-amino-1-(oxetan-3-yl)-1H-pyrazolo[3,4-d]pyrimidin-3-yl)-4-chloroindolin-1-yl)-2-(4-fluoro-3-(trifluorometh-yl)phenyl)ethan-1-one NC1=C2C(=NC=N1)N(N=C2C=2C(=C1CCN(C1=CC2)C(CC2=CC(=C(C=C2)F)C(F)(F)F)=O)Cl)C2COC2